C(C)(C)(C)OC(=O)N[C@@H]1C(N(C2=C(OC1)C=CC=N2)C)=O (S)-3-((tert-butoxycarbonyl)amino)-5-methyl-4-oxo-2,3,4,5-tetrahydropyrido[3,2-b][1,4]Oxazepine